Methyl 2-(4-(4-((3-((5-(4-(((tert-butoxycarbonyl)amino)methyl)-4-methylpiperidin-1-yl)pyrazin-2-yl)thio)-2-chlorophenyl)amino)-4-oxobutyl)piperidin-1-yl)pyrimidine-5-carboxylate C(C)(C)(C)OC(=O)NCC1(CCN(CC1)C=1N=CC(=NC1)SC=1C(=C(C=CC1)NC(CCCC1CCN(CC1)C1=NC=C(C=N1)C(=O)OC)=O)Cl)C